methyl 2-(3-aminoprop-1-yn-1-yl)-4-(3-aminopropanamido)benzoate NCC#CC1=C(C(=O)OC)C=CC(=C1)NC(CCN)=O